ClC=1C(=C2C=NNC2=CC1F)OC1=NC=CC2=C1N=C(N=C2N2CCN(CC2)C(C=C)=O)OC2=NN1C(CN(CC1)C)=C2 1-(4-{8-[(5-chloro-6-fluoro-1H-indazol-4-yl)oxy]-2-[(5-methyl-4,5,6,7-tetrahydropyrazolo[1,5-a]pyrazin-2-yl)oxy]pyrido[3,4-d]pyrimidin-4-yl}piperazin-1-yl)prop-2-en-1-one